N-methyl-aminopropanediol CNC(CC)(O)O